methyl 2-(2,4-difluorophenoxy)-4-methyl-5-nitrobenzoate FC1=C(OC2=C(C(=O)OC)C=C(C(=C2)C)[N+](=O)[O-])C=CC(=C1)F